FC(C(=O)O)(F)F.C(C)C1=CN=C(N1)C1=NC=CC(=C1)C=1C=NC=C(C1)S(=O)(=O)C 2'-(5-Ethyl-1H-imidazol-2-yl)-5-(methylsulfonyl)-3,4'-bipyridine trifluoroacetate salt